3-iodobenzoyl chloride IC=1C=C(C(=O)Cl)C=CC1